6-(1-(4-(5-(difluoromethyl)-1,3,4-oxadiazol-2-yl)benzyl)-1H-1,2,3-triazol-4-yl)-3,3-dimethylisoindolin-1-one FC(C1=NN=C(O1)C1=CC=C(CN2N=NC(=C2)C2=CC=C3C(NC(C3=C2)=O)(C)C)C=C1)F